3-(5-(((1S,2R)-2-((4,4-difluorocyclohexyl)amino)cyclohexyl)(methyl)amino)-4-hydroxy-1-oxoisoindolin-2-yl)piperidine-2,6-dione FC1(CCC(CC1)N[C@H]1[C@H](CCCC1)N(C=1C(=C2CN(C(C2=CC1)=O)C1C(NC(CC1)=O)=O)O)C)F